C[C@H]1CN(C[C@@H](O1)C)C1=NC=2N(C=C1)N=CC2C(=O)OCC ethyl 5-[(2S,6S)-2,6-dimethylmorpholin-4-yl]pyrazolo[1,5-a]pyrimidine-3-carboxylate